[Ca].NC(=O)N urea calcium